BrC1=CC=C(C=N1)CCN[C@H](C1=CC=CC=C1)[C@@H]1CNC2=C(O1)N=CC(=C2)C=2C=NN(C2)C 2-(6-bromopyridin-3-yl)-N-((R)-((S)-7-(1-methyl-1H-pyrazol-4-yl)-2,3-dihydro-1H-pyrido[2,3-b][1,4]oxazin-3-yl)(phenyl)methyl)ethanamine